C(C)(C)C1=C(OC=2C=CC(=C(C(=O)N)C2)C2CN(C(C2)=O)CC2=NC=CC=C2)C=CC=C1 5-(2-Isopropylphenoxy)-2-(5-oxo-1-(pyridin-2-ylmethyl)pyrrolidin-3-yl)benzamide